4-(7-(2-fluoro-4-nitrophenyl)imidazo[5,1-b]thiazol-5-yl)benzonitrile FC1=C(C=CC(=C1)[N+](=O)[O-])C=1N=C(N2C1SC=C2)C2=CC=C(C#N)C=C2